C(#N)C1=C(OC=2C=C3C(N(C=NC3=CC2)[C@@H]2COC3(CN(C3)C(=O)OC(C)(C)C)C2)=O)C(=CC=C1F)F tert-butyl (7s)-7-[6-(2-cyano-3,6-difluoro-phenoxy)-4-oxo-quinazolin-3-yl]-5-oxa-2-azaspiro[3.4]octane-2-carboxylate